Pentamethylcyclopentadienyl-(1-tert-butyl-5,6,7,8-tetrahydro-1H-cyclopenta[b]naphthalene) hafnium [Hf].CC1=C(C(=C(C1(C1(C=CC=2C1=CC=1CCCCC1C2)C(C)(C)C)C)C)C)C